O(C(=O)CCCCCCCCC)CC(CO)O 2,3-dihydroxypropyl caprate